CC(C)(C)[S@@](=O)NC(CF)C=1C=C(C=CC1)C1=CC(=CC=2C=C(OC21)COC)COC2=C(C=CC(=C2)C)CC(=O)OCC (+)-ethyl 2-(2-((7-(3-(1-((R)-1,1-dimethylethylsulfinamido)-2-fluoroethyl)phenyl)-2-(methoxymethyl)benzofuran-5-yl)methoxy)-4-methylphenyl)acetate